ClC=1C(=C(C(=CC1)C(F)F)C1=CN=CC(=N1)C(=O)NC=1C=NN(C1)[C@@H](C)C=1C=NC(=NC1)N1CC2=NC=CC=C2C1=O)F |r| (S and R)-6-(3-chloro-6-(difluoromethyl)-2-fluorophenyl)-N-(1-(1-(2-(5-oxo-5,7-dihydro-6H-pyrrolo[3,4-b]pyridin-6-yl)pyrimidin-5-yl)ethyl)-1H-pyrazol-4-yl)pyrazine-2-carboxamide